1,3-phenylene sulfide C12=CC(=CC=C1)S2